2-(3-bromo-1H-pyrazol-1-yl)-3-chloropyridine BrC1=NN(C=C1)C1=NC=CC=C1Cl